ClC1=C(C=CC=C1)C1=NC(=NC(=N1)C1=CC=C(C=C1)C1=CC(=CC(=C1)C1=CC=CC2=CC=CC=C12)C1=NC(=NC(=N1)C1=CC=CC=C1)C1=CC=CC=C1)C1=CC=CC=C1 2-(2-chlorophenyl)-4-(3'-(4,6-diphenyl-1,3,5-triazin-2-yl)-5'-(naphthalen-1-yl)-[1,1'-biphenyl]-4-yl)-6-phenyl-1,3,5-triazine